(E)-3-heptene-2-yl-carboxylate CC(\C=C\CCC)C(=O)[O-]